5-(benzyloxy)-N-(1-(2-(dimethylamino)ethyl)piperidin-4-yl)-2-methylbenzofuran-3-carboxamide C(C1=CC=CC=C1)OC=1C=CC2=C(C(=C(O2)C)C(=O)NC2CCN(CC2)CCN(C)C)C1